ClC=1C=C(C(=O)N(C)[C@@H]2C[C@H](CCC2)C=2OC(=NN2)C=2N(C=NC2C)C)C=CC1 3-chloro-N-[(1S,3S)-3-[5-(3,5-dimethylimidazol-4-yl)-1,3,4-oxadiazol-2-yl]cyclohexyl]-N-methyl-benzamide